FC1=CC(=C(C=C1)N1CN(C(C2=CC=C(C=C12)C(F)(F)F)=O)C=1N(NC(C1)=O)C)C 1-(4-fluoro-2-methylphenyl)-3-(2-methyl-5-oxo-2,5-dihydro-1H-pyrazol-3-yl)-7-(trifluoromethyl)-2,3-dihydroquinazolin-4(1H)-one